3-oxo-1,1'-spirobiindane O=C1CC2(C3=CC=CC=C13)CCC1=CC=CC=C12